3-(1-Methyl-piperidin-3-yl)-N-[6-methyl-5-(4-pyridin-3-yl-pyrimidin-2-ylamino)-pyridin-3-yl]-5-trifluoromethyl-benzamide CN1CC(CCC1)C=1C=C(C(=O)NC=2C=NC(=C(C2)NC2=NC=CC(=N2)C=2C=NC=CC2)C)C=C(C1)C(F)(F)F